Benzyl 4-tert-Butylbenzoate C(C)(C)(C)C1=CC=C(C(=O)OCC2=CC=CC=C2)C=C1